O=C1N(C(C=C1)=O)CCC(=O)NCCOC(C(=O)O)C 2-(2-(3-(2,5-dioxo-2,5-dihydro-1H-pyrrol-1-yl)propionylamino)ethoxy)propionic acid